ClC=1C=C(C=CC1C(F)(F)F)N1C(N(C2(C1=O)CCN(CC2)CC2CCOCC2)CC)=O 3-(3-chloro-4-(trifluoromethyl)phenyl)-1-ethyl-8-((tetrahydro-2H-pyran-4-yl)methyl)-1,3,8-triazaspiro[4.5]decane-2,4-dione